1-amino-5-bromo-2,3-dihydro-1H-indene-1-carboxylic acid NC1(CCC2=CC(=CC=C12)Br)C(=O)O